3-{4-methyl-6-[5-(trifluoromethyl)-2,3-dihydro-1-benzofuran-2-yl]-2-pyridyl}-1,2,4-oxadiazol-5(4H)-one CC1=CC(=NC(=C1)C1OC2=C(C1)C=C(C=C2)C(F)(F)F)C2=NOC(N2)=O